COC(=O)C=1N(C=C(N1)C=1C=C2C(=CC(=NC2=CC1F)C=1C(=NNC1Cl)C)C(C)C)C 4-(2-(5-chloro-3-methyl-1H-pyrazol-4-yl)-7-fluoro-4-isopropylquinolin-6-yl)-1-methyl-1H-imidazole-2-carboxylic acid methyl ester